N1C(CCCC1)C=1C=NC=CC1 3-(2-piperidinyl)pyridine